BrCC1=CC=C(C(=N1)[N+](=O)[O-])OC 6-(bromomethyl)-3-methoxy-2-nitropyridine